2-phenyl-4-(2-thienyl)-6-(trifluoromethyl)pyridine C1(=CC=CC=C1)C1=NC(=CC(=C1)C=1SC=CC1)C(F)(F)F